[N+](=O)([O-])C1=CC=C(OP(=O)(OC2=CC=CC=C2)N[C@@H](C)C(=O)OCC)C=C1 Ethyl ((4-nitrophenoxy)(phenoxy)phosphoryl)-L-alaninate